7,8-diamino-2-(4-bromophenyl)-4H-chromen-4-one NC1=CC=C2C(C=C(OC2=C1N)C1=CC=C(C=C1)Br)=O